[Si](C)(C)(C(C)(C)C)O[C@H]1C[C@@H](O[C@]1(CO)CO[Si](C)(C)C(C)(C)C)N1C2=NC=NC(=C2N=C1)NC(C(C)C)=O N-{9-[(2R,4S,5R)-4-[(tert-butyldimethylsilyl)oxy]-5-{[(tert-butyldimethylsilyl)oxy]methyl}-5-(hydroxymethyl)oxolan-2-yl]purin-6-yl}-2-methylpropanamide